(6bR,10aS)-8-(4-(5-chlorothiophen-2-yl)-4-oxobutyl)-6b,7,8,9,10,10a-hexahydro-1H-pyrido[3',4':4,5]-pyrrolo[1,2,3-de]quinoxalin-2(3H)-one ClC1=CC=C(S1)C(CCCN1C[C@@H]2[C@@H](N3CC(NC=4C=CC=C2C34)=O)CC1)=O